FC1=C(C=C(C(=C1)C(F)(F)F)F)NS(=O)(=O)C1=CNC(=C1)C1=NC=CC=C1F N-(2,5-difluoro-4-(trifluoromethyl)phenyl)-5-(3-fluoropyridin-2-yl)-1H-pyrrole-3-sulfonamide